(3S)-3-methyl-4-[[1-(4-piperidinylmethyl)triazol-4-yl]methyl]piperazine-1-carboxylic acid tert-butyl ester C(C)(C)(C)OC(=O)N1C[C@@H](N(CC1)CC=1N=NN(C1)CC1CCNCC1)C